N-methyl-5-(tetrahydropyran-4-ylmethyl)-1H-pyrazol-3-amine CNC1=NNC(=C1)CC1CCOCC1